4-{(S)-2-[(S)-2-(Methoxycarbonyl)-3-phenylpropionamido]-2-(2-phenylthiazole-4-yl)ethyl}phenylsulfamic acid COC(=O)[C@H](C(=O)N[C@@H](CC1=CC=C(C=C1)NS(O)(=O)=O)C=1N=C(SC1)C1=CC=CC=C1)CC1=CC=CC=C1